CC12C=C3C(OC=C3)CC2=CCCC1C 4a,5-dimethyl-4a,5,6,7,9,9a-hexahydronaphtho[2,3-b]furan